[N+](=O)([O-])C=1C(=CC(NC1)=O)C1=CC=CC=C1 5-nitro-4-phenylpyridin-2(1H)-one